methyl 6-(4-(1H-pyrazol-4-yl) phenyl)-8-((3-methoxyphenyl) amino)-7-oxo-2,6-diazaspiro[3.4]octane-2-carboxylate N1N=CC(=C1)C1=CC=C(C=C1)N1CC2(CN(C2)C(=O)OC)C(C1=O)NC1=CC(=CC=C1)OC